(chloro)(p-isopropyltoluene) ruthenium (II) [Ru+2].ClCC1=CC=C(C=C1)C(C)C